(1s,4s)-4-((5-(1-(Difluoromethyl)-1H-pyrazol-3-yl)-2-((2-(1-(methylsulfonyl)-1,2,3,6-tetrahydropyridin-4-yl)pyrimidin-4-yl)amino)pyridin-4-yl)amino)-1-methylcyclohexan-1-ol FC(N1N=C(C=C1)C=1C(=CC(=NC1)NC1=NC(=NC=C1)C=1CCN(CC1)S(=O)(=O)C)NC1CCC(CC1)(O)C)F